C(C1=CC=CC=C1)(=O)ONNC(=O)OC(C)(C)C 2-(tert-butoxycarbonyl)hydrazino benzoate